2-(3-{5-[4-(isopropylmethylamino)phenylamino]-2,4-dinitrophenylamino}pyrazolo[1,5-a]pyridin-2-yloxy)ethanol C(C)(C)N(C1=CC=C(C=C1)NC=1C(=CC(=C(C1)NC=1C(=NN2C1C=CC=C2)OCCO)[N+](=O)[O-])[N+](=O)[O-])C